C(N)(OCC(C1=CC(=C(C=C1)O)[N+](=O)[O-])(O)C(C)(C)C)=O (tert-butyl 2-hydroxy-2-(4-hydroxy-3-nitrophenyl) ethyl) carbamate